4-(8-methyl-5,6,7,8-tetrahydro-1,6-naphthyridin-2-yl)piperidine-1-carboxylic acid tert-butyl ester C(C)(C)(C)OC(=O)N1CCC(CC1)C1=NC=2C(CNCC2C=C1)C